Cl.ClC1=CC=C2C(CN(C2=C1)C(CN1[C@H](CN[C@@H](C1)C)C(=O)N1CCOCC1)=O)(CC)CC 1-(6-Chloro-3,3-diethyl-2,3-dihydro-1H-indol-1-yl)-2-[(2R,5R)-5-methyl-2-[(morpholin-4-yl)carbonyl]piperazin-1-yl]ethan-1-one hydrochloride